3-Hydroxy-(4-(4-(2-methoxyphenyl)-1H-1,2,3-triazol-1-yl)butyl)-2-methylpyridin OC=1C(=NC=CC1CCCCN1N=NC(=C1)C1=C(C=CC=C1)OC)C